methyl 2-fluoro-4-methyl-5-[2-methyl-8-(morpholin-4-yl)imidazo[1,2-b]pyridazin-6-yl]benzoate FC1=C(C(=O)OC)C=C(C(=C1)C)C=1C=C(C=2N(N1)C=C(N2)C)N2CCOCC2